4-(2,6-Difluorobenzyl)-2-(4-hydroxyphenyl)-2,4-dihydro-3H-1,2,4-triazol-3-one FC1=C(CN2C(N(N=C2)C2=CC=C(C=C2)O)=O)C(=CC=C1)F